ClC1=C(C=CC(=C1)N1N=C(N=N1)C)S(=O)(=O)[C@@H]1C[C@H](N(C1)C(=O)C1(CC1)C(F)(F)F)C(=O)NC1(CC1)C#N (2S,4R)-4-(2-chloro-4-(5-methyl-2H-tetrazol-2-yl)phenylsulfonyl)-N-(1-cyanocyclopropyl)-1-(1-(trifluoromethyl)cyclopropanecarbonyl)pyrrolidine-2-carboxamide